C(C)C=1SC=CC1 2-Ethyl-Thiophene